C(C(=C)C)(=O)OCC(NCCCC)CCCO hydroxypropyl-butylaminoethyl methacrylate